(S)-2-((R)-3-(biphenyl-4-yl)-2-(N-hydroxyformamido)propanamido)propanoic acid C1(=CC=C(C=C1)C[C@H](C(=O)N[C@H](C(=O)O)C)N(C=O)O)C1=CC=CC=C1